NC=1C(=C(C=C(C1)F)C=1C2=C(N=CN1)NC(=C2)C2=CC=C(CCN1CCC3(CCN(CC3)C(=O)C=3C=CC(=C(C3)N3C(NC(CC3)=O)=O)OC)CC1)C=C2)C 1-(5-(9-(4-(4-(3-amino-5-fluoro-2-methylphenyl)-7H-pyrrolo[2,3-d]pyrimidin-6-yl)phenethyl)-3,9-diazaspiro[5.5]undecane-3-carbonyl)-2-methoxyphenyl)dihydropyrimidine-2,4(1H,3H)-dione